Di-Boc-Histidine dicyclohexylammonium salt C1(CCCCC1)[NH2+]C1CCCCC1.C(=O)(OC(C)(C)C)N([C@@H](CC1=CNC=N1)C(=O)[O-])C(=O)OC(C)(C)C